C(N)(=O)OC(N)=O Carbamic-Anhydride